C(C1=CC=CC=C1)S(=O)(=O)NC(=O)C1=NN=C(N1C1=C(C=CC=C1OC)OC)C1=NC=C(C(=N1)OC)C N-(benzylsulfonyl)-4-(2,6-dimethoxyphenyl)-5-(4-methoxy-5-methylpyrimidin-2-yl)-4H-1,2,4-triazole-3-carboxamide